[2-chloro-4-[6-chloro-3-[[(1R)-1-[3,6-dimethyl-4-oxo-2-(1-piperidyl) chromen-8-yl]ethyl]amino]-2-pyridyl]-6-formyl-phenyl]trifluoromethanesulfonate ClC1=C(C(=CC(=C1)C1=NC(=CC=C1N[C@H](C)C=1C=C(C=C2C(C(=C(OC12)N1CCCCC1)C)=O)C)Cl)C=O)OS(=O)(=O)C(F)(F)F